C(C=C)(=O)NC(CO)(CO)CO N-acryloyltris(hydroxymethyl)methylamine